C(C1=CC=CC=C1)OC(\C=C(\C)/OS(=O)(=O)C(F)(F)F)=O (Z)-3-(((trifluoromethyl)sulfonyl)oxy)but-2-enoic acid benzyl ester